1-(2-{[(2R,7aS)-2-fluoro-hexahydro-1H-pyrrolizin-7a-yl]methoxy}-7-(8-ethynyl-7-fluoro-3-hydroxynaphthalen-1-yl)-8-fluoropyrido[4,3-d]pyrimidin-4-yl)-3-methylpiperidine-3-carbonitrile F[C@@H]1C[C@@]2(CCCN2C1)COC=1N=C(C2=C(N1)C(=C(N=C2)C2=CC(=CC1=CC=C(C(=C21)C#C)F)O)F)N2CC(CCC2)(C#N)C